N-(2-(4-[3-(4-chlorophenyl)prop-2-ynyloxy]-3-methoxyphenyl)ethyl)-2-methanesulfonyl-amino-3-methylbutyramide ClC1=CC=C(C=C1)C#CCOC1=C(C=C(C=C1)CCNC(C(C(C)C)(S(=O)(=O)C)N)=O)OC